S1(CCCCC1)(=O)=O tetrahydrothiopyran-1,1-dioxide